C(C)(C)(C)OC(=O)N1CC(C=C(C1)OS(=O)(=O)C(F)(F)F)(C)C tert-butyl-3,3-dimethyl-5-(((trifluoro-methyl)-sulfonyl) oxy)-3,6-dihydropyridine-1(2H)-carboxylate